FC(COC1=NN=C(S1)N)F (2,2-difluoroethoxy)-1,3,4-thiadiazol-2-amine